CC1=NC2=CC(=CC=C2C=C1C1C(NC(CC1)=O)=O)[N+](=O)[O-] 3-(2-methyl-7-nitroquinolin-3-yl)piperidine-2,6-dione